4-(tert-butyl)-6-chloro-N-(6-(difluoromethyl)pyridin-3-yl)pyrimidine-2-carboxamide methyl-6-(1-benzyl-4-(((tert-butoxycarbonyl)amino)methyl)piperidin-4-yl)hexanoate COC(CCCCCC1(CCN(CC1)CC1=CC=CC=C1)CNC(=O)OC(C)(C)C)=O.C(C)(C)(C)C1=NC(=NC(=C1)Cl)C(=O)NC=1C=NC(=CC1)C(F)F